COC1=CC=C(OCC(=O)O[C@]2(CCC3C4CCC5=CC(CCC5C4CC[C@]23CC)=O)C#C)C=C1 (13S,17R)-13-ethyl-17-ethynyl-3-oxo-2,3,6,7,8,9,10,11,12,13,14,15,16,17-tetradecahydro-1H-cyclopenta[a]phenanthren-17-yl (4-methoxyphenoxy)acetate